ONC(CCCCCCC1=NC(=NC=C1C(=O)N)NC1COC2=C1C=C(C=C2)Cl)=O (7-(hydroxyamino)-7-oxoheptyl)-2-((5-chloro-2,3-dihydrobenzofuran-3-yl)amino)pyrimidine-5-carboxamide